BrC=1C=C(C(=NC1)[N+](=O)[O-])N1CCOC2(COC2)C1C 8-(5-bromo-2-nitropyridin-3-yl)-9-methyl-2,5-dioxa-8-azaspiro[3.5]nonane